N-[(2-amino-3-chloroquinolin-7-yl)methyl]-N-(2-methanesulfonylpyridin-3-yl)propanamide NC1=NC2=CC(=CC=C2C=C1Cl)CN(C(CC)=O)C=1C(=NC=CC1)S(=O)(=O)C